C(C1=CC=CC=C1)OC([C@@H](NS(=O)(=O)C1=CC=C(C)C=C1)CCSC)=O N-(p-toluenesulfonyl)-methionine benzyl ester